C(C)OC(\C=C(/C)\C1=C2C(=NC=C1[N+](=O)[O-])N(C(=C2)C2=CC=C(C=C2)CN2CCC(CC2)S(=O)(=O)C)S(=O)(=O)C2=CC=CC=C2)=O.ClC2=C(C=C(C(=C2C)Cl)C)F 2,4-dichloro-3,5-dimethyl-fluorobenzene Ethyl-(E)-3-(2-(4-((4-(methylsulfonyl)piperidin-1-yl)methyl)phenyl)-5-nitro-1-(phenylsulfonyl)-1H-pyrrolo[2,3-b]pyridin-4-yl)but-2-enoate